Ethyl 3-(((3-(2-(dimethyl-amino)ethyl)-5-methoxy-1H-indol-1-yl)sulfonyl)oxy)-2,2-dimethylpropanoate CN(CCC1=CN(C2=CC=C(C=C12)OC)S(=O)(=O)OCC(C(=O)OCC)(C)C)C